[Si](C)(C)(C(C)(C)C)OCC1(CCC1)C#N 1-(((tert-butyldimethylsilyl)oxy)methyl)cyclobutane-1-carbonitrile